IC=1N=CN(C1C)C1=NC=C(N=C1)C 2-(4-iodo-5-methyl-1H-imidazol-1-yl)-5-methylpyrazine